ClC=1C=C2C=NN(C2=CC1N1CCN(CC1)C1(COC1)C)C=1C=NN(C1)C1CC(C1)C(=O)O 3-(4-(5-chloro-6-(4-(3-methyloxetan-3-yl)piperazin-1-yl)-1H-indazol-1-yl)-1H-pyrazol-1-yl)cyclobutane-1-carboxylic acid